4,5-dimethylcyclopentadien CC1=CC=CC1C